2-chloro-1,1,1,4,4,4-hexafluoro-butane ClC(C(F)(F)F)CC(F)(F)F